FC=1C=C(C(=O)N2CCN(CC2)C(=O)C2=CC(=C(C=C2)O[C@@H]2CNCC2)C2CCC(CC2)C)C=C(C1)N1CCNCC1 (S)-(4-(3-fluoro-5-(piperazin-1-yl)benzoyl)piperazin-1-yl)(3-(4-methylcyclohexyl)-4-(pyrrolidin-3-yloxy)phenyl)methanone